ClC1=NC(=CC(=C1)C(C(C1=NN=C(N1C)S)(F)F)(C)O)Cl 2-(2,6-dichloropyridin-4-yl)-1,1-difluoro-1-(5-mercapto-4-methyl-4H-1,2,4-triazol-3-yl)propan-2-ol